3-{2-[(dimethylamino)methyl]-7-nitro-1H-indol-3-yl}-5-hydroxy-1,3-dihydro-2-benzofuran-1-one CN(C)CC=1NC2=C(C=CC=C2C1C1OC(C2=C1C=C(C=C2)O)=O)[N+](=O)[O-]